2-(((1s,4s)-4-((7-Morpholino-1,6-naphthyridin-5-yl)oxy)cyclohexyl)amino)-7-(2-morpholino-2-oxoethyl)-9-(tetrahydro-2H-pyran-4-yl)-7,9-dihydro-8H-purin-8-one O1CCN(CC1)C1=NC(=C2C=CC=NC2=C1)OC1CCC(CC1)NC1=NC=C2N(C(N(C2=N1)C1CCOCC1)=O)CC(=O)N1CCOCC1